1-bromo-3-(isopropoxymethyl)benzene BrC1=CC(=CC=C1)COC(C)C